NCCOC1=CC=C2C=C(C(=C(C2=C1)F)N1CC(NS1(=O)=O)=O)O 5-[7-(2-aminoethoxy)-1-fluoro-3-hydroxy-2-naphthyl]-1,1-dioxo-1,2,5-thiadiazolidin-3-one